3-(4-(imidazo[4,5-d]pyrrolo[2,3-b]pyridin-1(6H)-yl)piperazin-1-yl)propanenitrile N1(C=NC=2C1=C1C(=NC2)NC=C1)N1CCN(CC1)CCC#N